NCCS(=O)(=O)OC(CCCCCCCCCCCCC)=O Myristoyl Taurate